2-[2-methyl-6-(trifluoromethyl)pyrimidin-4-yl]-7-[6-(1,3,4-thiadiazol-2-yl)pyrazin-2-yl]-2,7-diazaspiro[4.4]nonane CC1=NC(=CC(=N1)N1CC2(CC1)CN(CC2)C2=NC(=CN=C2)C=2SC=NN2)C(F)(F)F